OC1=CC=C(CC2=C(C=CC(=C2)CC2=CC=C(C=C2)O)O)C=C1 2,4-bis(4-hydroxybenzyl)phenol